6-methyl-4-{6-[4-(4-(2-(piperidin-1-yl)ethoxy)phenyl)piperidin-1-yl]pyridin-3-yl}-1H-pyrrolo[2,3-c]pyridin-7(6H)-one CN1C(C2=C(C(=C1)C=1C=NC(=CC1)N1CCC(CC1)C1=CC=C(C=C1)OCCN1CCCCC1)C=CN2)=O